(4'-(methylsulfonyl)-[1,1'-biphenyl]-4-sulfonyl)-N-(4-(trifluoromethoxy)phenyl)piperidine-3-carboxamide CS(=O)(=O)C1=CC=C(C=C1)C1=CC=C(C=C1)S(=O)(=O)N1CC(CCC1)C(=O)NC1=CC=C(C=C1)OC(F)(F)F